N1(CCCCC1)C1=CC=C(C=N1)B1OC(C)(C)C(C)(C)O1 6-(piperidin-1-yl)pyridine-3-boronic acid pinacol ester